CS(=O)(=O)N[C@@H]1[C@@H](N(CCC1)C(=O)OC)CC1=NC(=CC=C1)C1=CC=CC=C1 methyl cis-3-((methylsulfonyl)amino)-2-((6-phenylpyridin-2-yl)methyl)piperidine-1-carboxylate